2-phenylethylamine carbonate C(O)(O)=O.C1(=CC=CC=C1)CCN